N1N=C(C=2N=NC=3C=CC=CC3C21)O 1H-pyrazolo[4,3-c]cinnolin-3-ol